CC1(CC=2C(=NNC2CC1)C(=O)OCC)C ethyl 5,5-dimethyl-4,5,6,7-tetrahydro-1H-indazole-3-carboxylate